N-cyclopentyl-3-((4-(2,3-dichlorophenyl)piperazin-1-yl)(2-hydroxyphenyl)methyl)benzamide C1(CCCC1)NC(C1=CC(=CC=C1)C(C1=C(C=CC=C1)O)N1CCN(CC1)C1=C(C(=CC=C1)Cl)Cl)=O